5-octoxyphenol C(CCCCCCC)OC=1C=CC=C(C1)O